trioctyl trimellitate Trinonyl-trimellitate C(CCCCCCCC)C=1C(=C(C(=C(C1C(=O)O)C(=O)O)CCCCCCCCC)C(=O)O)CCCCCCCCC.C(C=1C(C(=O)OCCCCCCCC)=CC(C(=O)OCCCCCCCC)=CC1)(=O)OCCCCCCCC